COC1=C(C=C(C(=O)N(CCC)CCC)C=C1)S(NCCN1CCCCC1)(=O)=O 4-methoxy-3-(N-(2-(piperidin-1-yl)ethyl)sulfamoyl)-N,N-dipropylbenzamide